FC=1C=2N(C=C(C1)C1=CNC=3N=C(N=CC31)NC=3C=NC(=CC3)N3CCN(CC3)C)C=C(N2)C 5-(8-fluoro-2-methylimidazo[1,2-a]pyridin-6-yl)-N-(6-(4-methylpiperazin-1-yl)pyridin-3-yl)-7H-pyrrolo[2,3-d]pyrimidin-2-amine